O[C@H](C(=O)NCCC1=CC2=CC(N=C2C=C1)=O)C (S)-2-hydroxy-N-(2-(2-Oxoindol-5-yl)ethyl)propanamide